methyl 4-((((adamantan-1-yl) methyl) amino) methyl)-3-hydroxybenzoate C12(CC3CC(CC(C1)C3)C2)CNCC2=C(C=C(C(=O)OC)C=C2)O